Cl.ClC1=NC=CC(=N1)C=1CCNCC1 2-chloro-4-(1,2,3,6-tetrahydropyridin-4-yl)pyrimidine hydrochloride